17-fluoro-5-{6-methyl-3,6-diazabicyclo[3.1.1]heptan-3-yl}-7,11-dioxa-20,23,24-triazapentacyclo[17.5.2.12,6.013,18.022,25]heptacosa-1(24),2,4,6(27),13(18),14,16,19,21,25-decaene FC1=CC=CC=2COCCCOC=3C(=CC=C(C4=NNC5=CN=C(C12)C=C45)C3)N3CC4N(C(C3)C4)C